O[C@@H]1[C@@H](CCC=2C=CC(=CC12)S(=O)(=O)N)[C@@H]1N2C(C3=CC=CC=C13)=CN=C2 (7S,8R)-8-hydroxy-7-((s)-5H-imidazo[5,1-a]isoindol-5-yl)-5,6,7,8-tetrahydronaphthalene-2-sulfonamide